4-(3-(4-((4-hydroxy-3-methoxybenzyl)amino)piperidin-1-yl)propoxy)-2,3-dihydro-7H-furo[3,2-g]chromen-7-one OC1=C(C=C(CNC2CCN(CC2)CCCOC2=C3C=CC(OC3=CC3=C2CCO3)=O)C=C1)OC